The molecule is a C-glycosyl compound that is beta-D-glucopyranose in which the anomeric hydroxy group is replaced by a 4,5-dihydroxy-2-(hydroxymethyl)-10-oxo-9,10-dihydroanthracen-9-yl moiety (the 9R diastereoisomer). It has a role as a metabolite and a laxative. It is a C-glycosyl compound, a member of anthracenes, a cyclic ketone and a member of phenols. C1=CC2=C(C(=C1)O)C(=O)C3=C([C@@H]2[C@H]4[C@@H]([C@H]([C@@H]([C@H](O4)CO)O)O)O)C=C(C=C3O)CO